CC1=C(C(=O)P(CC)(C(C2=C(C=CC=C2C)C)=O)=O)C(=CC=C1)C bis(2,6-dimethylbenzoyl)ethylphosphin oxide